BrC=1N(C2=CC=CC=3C4=C[C@H](CN([C@@H]4CC1C32)C)C(=O)N(CC)CC)C(=O)C3CCOCC3 (6aR,9R)-5-bromo-N,N-diethyl-7-methyl-4-(tetrahydro-2H-pyran-4-carbonyl)-4,6,6a,7,8,9-hexahydroindolo[4,3-fg]quinoline-9-carboxamide